C1(CC1)C1=CC(=C(C=C1)/C=C/C(=O)NC1=CC=CC=2NC(NC21)=O)OCC2CC2 (E)-3-(4-cyclopropyl-2-(cyclopropylmethoxy)phenyl)-N-(2-oxo-2,3-dihydro-1H-benzo[d]imidazol-4-yl)acrylamide